1-((3,3-difluoro-1-methylcyclobutyl)methyl)-3-(3-methoxybicyclo[1.1.1]pentan-1-yl)-4-(trifluoromethyl)-1H-pyrazole-5-carboxamide FC1(CC(C1)(C)CN1N=C(C(=C1C(=O)N)C(F)(F)F)C12CC(C1)(C2)OC)F